7-methyl-1EZ-indazole-3-carbonitrile CC=1C=CC=C2C(=NNC12)C#N